CO[C@@H](C)C1=C2C(=NC=C1NC(OC(C)(C)C)=O)SC(=N2)C tert-butyl (S)-(7-(1-methoxyethyl)-2-methylthiazolo[5,4-b]pyridin-6-yl)carbamate